FC([C@@]1(C(O[C@@H]([C@H]([C@@H]1O)O)CO)O)O)F (3R,4S,5S,6R)-3-(difluoromethyl)-6-(hydroxymethyl)tetrahydro-2H-pyran-2,3,4,5-tetraol